C1(=CC=CC=C1)CCCN1C(=C(C=C1)C(=O)OCC)C1COCC1 Ethyl 1-(3-phenylpropyl)-2-(tetrahydrofuran-3-yl)-1H-pyrrole-3-carboxylate